OC1=C(C=C(C=C1C(C)(C)CC)C(C)(C)CC)N1N=C2C(=N1)C=CC=C2 2-(2'-hydroxy-3',5'-di-tert-amylphenyl)-benzotriazole